C(C)(C)(C)OC(=O)NC1CC(C1)(C)OC(C1=CC=CC=C1)=O (1S,3S)-3-((tert-butoxycarbonyl)amino)-1-methylcyclobutylbenzoate